2-ethoxybutyl acetate C(C)(=O)OCC(CC)OCC